3-(2-((4-(3-((3-amino-5-(4-amino-4-methylpiperidin-1-yl)pyrazin-2-yl)thio)-2-chlorophenyl)piperazin-1-yl)methyl)phenyl)piperidine-2,6-dione NC=1C(=NC=C(N1)N1CCC(CC1)(C)N)SC=1C(=C(C=CC1)N1CCN(CC1)CC1=C(C=CC=C1)C1C(NC(CC1)=O)=O)Cl